CC(C)N1C(CN2C1=NC(=CC2=O)C(F)(F)F)=O 1-propan-2-yl-7-(trifluoromethyl)-3H-imidazo[1,2-a]pyrimidine-2,5-dione